dimethyl (R)-6a,7,9,10-tetrahydro-6H-spiro[benzo[b]pyrido[1,2-d][1,4]oxazine-8,2'-[1,3]dioxolane]-2,3-dicarboxylate O1C2(OCC1)C[C@H]1N(C3=C(OC1)C=C(C(=C3)C(=O)OC)C(=O)OC)CC2